dioctyldilauryl-tin C(CCCCCCC)[Sn](CCCCCCCCCCCC)(CCCCCCCCCCCC)CCCCCCCC